1,2-dioleyl-oxy-N,N-dimethylaminopropane C(CCCCCCC\C=C/CCCCCCCC)OC(C(C)OCCCCCCCC\C=C/CCCCCCCC)N(C)C